ethyl-2-(cyclopropylmethyl)-3-[(3-ethoxy-3-oxopropanoyl)(methyl)-amino]propanoate C(C)OC(C(CN(C)C(CC(=O)OCC)=O)CC1CC1)=O